4-bromophenyl methoxy-alanyl phosphate P(=O)(OC1=CC=C(C=C1)Br)(OC([C@@H](NOC)C)=O)[O-]